OC(CC=1N2C=3SC=4OCCOCC4C3C=NC(C2=NC1C(=O)N)C)(C)C (2-hydroxy-2-methyl-propyl)-7-methyl-13,16-dioxa-18-thia-2,5,8-triazatetracyclo[8.8.0.02,6.011,17]octadeca-1(10),3,5,8,11(17)-pentaene-4-carboxamide